N,N-dimethyl-7H-pyrrolo-[2,3-d]pyrimidine-6-carboxamide CN(C(=O)C1=CC2=C(N=CN=C2)N1)C